7-cyano-1,2,3,4-tetrahydroisoquinoline C(#N)C1=CC=C2CCNCC2=C1